Methyl 2-[5-[2-[2-[2-[2-(2-hydroxyethoxy)ethoxy]ethoxy]ethoxy]ethyl-[(3S)-1-(4-isoquinolyl)piperidine-3-carbonyl]amino]-2-oxo-1-pyridyl]acetate OCCOCCOCCOCCOCCN(C=1C=CC(N(C1)CC(=O)OC)=O)C(=O)[C@@H]1CN(CCC1)C1=CN=CC2=CC=CC=C12